4-(m-tolylamino)pyrimidine-5-carboxamide C1(=CC(=CC=C1)NC1=NC=NC=C1C(=O)N)C